4,4'-methylenebis[N,N-diglycidyl-aniline] C(C1=CC=C(N(CC2CO2)CC2CO2)C=C1)C1=CC=C(N(CC2CO2)CC2CO2)C=C1